6-chloro-2-(4,6-dimethyl-1,3,5-triazin-2-yl)-1-(2-methylpropyl)-2,3,4,9-tetrahydro-1H-pyrido[3,4-b]indole ClC=1C=C2C3=C(NC2=CC1)C(N(CC3)C3=NC(=NC(=N3)C)C)CC(C)C